6-(dimethylphosphoryl)-1-methyl-4-[4-methyl-4-(5-methyl-1,3-benzooxazol-2-yl)piperidin-1-yl]-2-oxo-1,2-dihydroquinoline-3-carbonitrile CP(=O)(C)C=1C=C2C(=C(C(N(C2=CC1)C)=O)C#N)N1CCC(CC1)(C=1OC2=C(N1)C=C(C=C2)C)C